FC1(CCN(CC1)C1=CC=CC(=N1)C=1N=NN(C1)C1=C(C=C(C=C1)NS(=O)(=O)C)N1CCCC1)F N-(4-(4-(6-(4,4-difluoropiperidin-1-yl)pyridin-2-yl)-1H-1,2,3-triazol-1-yl)-3-(pyrrolidin-1-yl)phenyl)methanesulfonamide